ClC1=NC(=CC(=N1)N1[C@]2(CO[C@@H](C1)C2)CO)Cl ((1R,4S)-5-(2,6-dichloropyrimidin-4-yl)-2-oxa-5-azabicyclo[2.2.1]hept-4-yl)methanol